3-methylaminobutane-1-sulfonic acid CNC(CCS(=O)(=O)O)C